C(C1=CC=CC=C1)OC=1C(C(=CN2N3[C@@H](CC[C@@H](N(C(C21)=O)C3)C)CO)C(=O)NCC3=C(C=C(C=C3F)F)F)=O (1S,2S,5S)-8-(benzyloxy)-2-(hydroxymethyl)-5-methyl-7,9-dioxo-N-(2,4,6-trifluorobenzyl)-2,3,4,5,7,9-hexahydro-1,6-methanopyrido[1,2-b][1,2,5]triazonine-10-carboxamide